(2s,4s)-4-methanesulfonyloxy-1-trityl-pyrrolidine-2-carboxylic acid methyl ester COC(=O)[C@H]1N(C[C@H](C1)OS(=O)(=O)C)C(C1=CC=CC=C1)(C1=CC=CC=C1)C1=CC=CC=C1